C(C)(C)(C)C1N(CC=C(C1)C=1C(=NC=C(C1)F)N1N=NC(=C1)C)C(=O)OCCOCCOCCCC Diethylenglycol n-butyl ether tert-butyl-4-[5-fluoro-2-(4-methyltriazol-1-yl)-3-pyridyl]-3,6-dihydro-2H-pyridine-1-carboxylate